4-(2,3,3,3-tetrafluoro-2-trifluoromethyl-propyl)-[1,3]dioxolan-2-one FC(CC1OC(OC1)=O)(C(F)(F)F)C(F)(F)F